N-(2-oxoethyl)carbamic acid O=CCNC(O)=O